N,N-bis-(3-aminopropyl)methylammonium NCCC[NH+](CCCN)C